N1C(=CC2=CC=CC=C12)C(=O)N1CCN(CC1)C(C(=O)NC1CCOCC1)=O 2-(4-(1H-indole-2-carbonyl)piperazin-1-yl)-2-oxo-N-(tetrahydro-2H-pyran-4-yl)acetamide